C1(CCC1)C(=O)N1CC2=CN=C(C=C2CC1)OCC1=C(N=NN1C=1C=NC(=CC1)C)C 2-Cyclobutanecarbonyl-6-{[4-methyl-1-(6-methylpyridin-3-yl)-1H-1,2,3-triazol-5-yl]methoxy}-1,2,3,4-tetrahydro-2,7-naphthyridine